C1(CC2C(CC1)O2)COC(=O)C(C(CC)C(=O)OCC2CC1C(CC2)O1)(C(=O)OCC1CC2C(CC1)O2)C(=O)OCC2CC1C(CC2)O1 butanetetracarboxylic acid tetrakis(3,4-epoxycyclohexylmethyl) ester